NCC=1C=C(C(=O)OC)C=CC1C(C)C methyl 3-(aminomethyl)-4-isopropylbenzoate